tert-butyl(1-(isothiocyanatomethyl)cyclobutoxy)diphenylsilane C(C)(C)(C)[Si](C1=CC=CC=C1)(C1=CC=CC=C1)OC1(CCC1)CN=C=S